C1(CCCCC1)C1=CC=C(CN(C(=O)[C@H]2CN(CC2)S(=O)(=O)C2=C(C(=C(C(=C2F)F)F)F)F)C2=CC(=C(C(=O)O)C=C2)O)C=C1 (R)-4-(N-(4-cyclohexylbenzyl)-1-((perfluorophenyl)sulfonyl)pyrrolidine-3-carboxamido)-2-hydroxybenzoic acid